[W].[Sn].[Ce] cerium-tin-tungsten